C(CCCCCCC\C=C/CCCCCCCC)(=O)C(C(CN(C)C)C(CCCCCCC\C=C/CCCCCCCC)=O)OC(N)=O 1,2-dioleoylcarbamoyloxy-3-dimethylaminopropane